(2S,4S)-4-fluoro-1-(2-(4-((7-methoxyquinolin-3-yl)(methyl)amino)piperidin-1-yl)acetyl)pyrrolidine-2-carbonitrile F[C@H]1C[C@H](N(C1)C(CN1CCC(CC1)N(C)C=1C=NC2=CC(=CC=C2C1)OC)=O)C#N